ClC1=C(C=C2C(=NC(N(C2=C1)C1=CC=CC=C1)=O)NC)F 7-Chloro-6-fluoro-4-(methylamino)-1-phenylquinazolin-2(1H)-one